3-(trimethylsilyl)propionyl chloride C[Si](CCC(=O)Cl)(C)C